CC1=NN=C2N1C1=CC=CC=C1C(=N2)NC2=CC(=CC=C2)C=2C=NC=CC2 methyl-N-(3-(pyridin-3-yl)phenyl)-[1,2,4]triazolo[4,3-a]quinazolin-5-amine